C1(CC1)C=1N=NN(C1)[C@@H](C(=O)N1[C@H](C[C@@H](C1)O)C(=O)NCC1(N(S(CC1)(=O)=O)C)C)C(C)(C)C (2R,4S)-1-[(2R)-2-(4-cyclopropyltriazol-1-yl)-3,3-dimethyl-butanoyl]-N-[(2,3-dimethyl-1,1-dioxo-1,2-thiazolidin-3-yl)methyl]-4-hydroxy-pyrrolidine-2-carboxamide